(S)-4-methylpyrrolidin-2-one C[C@H]1CC(NC1)=O